N1=C(N=CC=C1)NC(NCCNC(OC(C)(C)C)=O)=O Tert-butyl (2-(3-(pyrimidin-2-yl)ureido)ethyl)carbamate